(S)-quinuclidin-3-yl (3,3-dimethyl-7-(5-methylpyridin-3-yl)chroman-4-yl)carbamate CC1(COC2=CC(=CC=C2C1NC(O[C@@H]1CN2CCC1CC2)=O)C=2C=NC=C(C2)C)C